CC1=CC=C2COCC3CN(CCC1=C32)C(=O)OC(C)(C)C tert-Butyl 8-methyl-3a,4,6,7-tetrahydro-1H-isochromeno[4,5-cd]azepine-5(3H)-carboxylate